C(C)C=1C(=CC=C2C=C(C=C(C12)C1=C(C=2N=C(N=C(C2C=N1)N1CCCCC1)OC[C@@H]1C[C@H](CN1C)O)F)OCOC)F (3R,5S)-5-(((7-(8-ethyl-7-fluoro-3-(methoxymethoxy)naphthalen-1-yl)-8-fluoro-4-(piperidin-1-yl)pyrido[4,3-d]pyrimidin-2-yl)oxy)methyl)-1-methylpyrrolidin-3-ol